ICCCCCCCCCCCCCCCCOC1OCCCC1 2-(16-iodohexadecoxy)tetrahydropyran